ethyl 2-[[(3-cyanophenoxy)-(methoxymethyl) phosphoryl] amino]-2-methylpropionate C(#N)C=1C=C(OP(=O)(COC)NC(C(=O)OCC)(C)C)C=CC1